BrCC=1OC(OC1C)=O 4-bromomethyl-5-methyl-[1,3]dioxol-2-one